2-methyl-oxazole-4-carboxamide CC=1OC=C(N1)C(=O)N